4-(6-(5-amino-3-(methoxymethoxy)pyridin-2-yl)pyridazin-3-yl)-2-methylpiperazine-1-carboxylic acid tert-butyl ester C(C)(C)(C)OC(=O)N1C(CN(CC1)C=1N=NC(=CC1)C1=NC=C(C=C1OCOC)N)C